(4-fluoro-1-isopropyl-2-methyl-1H-benzo[d]imidazol-6-yl)-2-(methylsulfonyl)pyrimidine-5-carbonitrile FC1=CC(=CC=2N(C(=NC21)C)C(C)C)C2=NC(=NC=C2C#N)S(=O)(=O)C